C(C)(C)(C)C1CCC(CC1)N(C(C1=CC(C(=O)N)=CC(=C1)NC(=O)C1CCC(CC1)C(C)(C)C)=O)C1CCC(CC1)C(C)(C)C N,N-bis(4-tert-butylcyclohexyl)-5-(4-tert-butylcyclohexylcarbonylamino)isophthalamide